C1(CC1)[C@H](CO)O (1R)-1-cyclopropylethane-1,2-diol